3-[2-(2-chloro-4-butoxybenzoyl)-1,2,3,4-tetrahydroisoquinolin-5-yl]-3-(7-methoxy-1-methyl-1H-benzo[d][1,2,3]triazol-5-yl)propionic acid ethyl ester C(C)OC(CC(C1=CC2=C(N(N=N2)C)C(=C1)OC)C1=C2CCN(CC2=CC=C1)C(C1=C(C=C(C=C1)OCCCC)Cl)=O)=O